(E)-3-(4-hydroxy-3,5-dimethylphenyl)-1-(4-(methylsulfinyl)phenyl)prop-2-en-1-one OC1=C(C=C(C=C1C)/C=C/C(=O)C1=CC=C(C=C1)S(=O)C)C